tert-butyl (S)-2-((S)-3-(1H-indol-3-yl)-2-(2-morpholinoacetamido) propanamido)-6-diazohexanoate N1C=C(C2=CC=CC=C12)C[C@@H](C(=O)N[C@H](C(=O)OC(C)(C)C)CCCC=[N+]=[N-])NC(CN1CCOCC1)=O